FC1=CC=C(C=C1)[C@@H]1N(CCC2=CC=CC=C12)C(=O)[C@@H]1OC[C@@H](CC1)NCCOC ((S)-1-(4-fluorophenyl)-3,4-dihydroisoquinolin-2(1H)-yl)((2R,5R)-5-((2-methoxyethyl)amino)tetrahydro-2H-pyran-2-yl)methanone